6-(methoxymethoxy)-2-methyl-7-(4,4,5,5-tetramethyl-1,3,2-dioxaborolan-2-yl)isoquinolin-1-one COCOC=1C=C2C=CN(C(C2=CC1B1OC(C(O1)(C)C)(C)C)=O)C